ClC=1N=CC2=C(N1)C(=NN2C)C2=CCC(CC2)O 4-[5-chloro-1-methylpyrazolo[4,3-d]pyrimidin-3-yl]cyclohex-3-en-1-ol